Ethyl (R)-11-methoxy-3,3-dimethyl-8-oxo-12-((trimethylsilyl)ethynyl)-2,3,8,13b-tetrahydro-1H-pyrido[2,1-a]pyrrolo[1,2-c]phthalazine-7-carboxylate COC=1C(=CC=2[C@@H]3N(N4C(C2C1)=CC(C(=C4)C(=O)OCC)=O)C(CC3)(C)C)C#C[Si](C)(C)C